FC(S(=O)(=O)[N-]S(=O)(=O)C(F)(F)F)(F)F bis((trifluoromethyl)sulphonyl)-amide